2-(3-(3-Chloro-4-(6-(1-methylcyclopropoxy)-9-((4-methylpyridin-2-yl)methyl)-9H-purin-8-yl)phenoxy) azetidin-1-yl)-2-oxoethyl acetate C(C)(=O)OCC(=O)N1CC(C1)OC1=CC(=C(C=C1)C=1N(C2=NC=NC(=C2N1)OC1(CC1)C)CC1=NC=CC(=C1)C)Cl